15-(2,6-difluorophenyl)-13-methyl-4,7-dioxa-9-thia-11,14-diazatricyclo[8.5.0.02,8]pentadeca-1(10),2(8),14-triene-12-one FC1=C(C(=CC=C1)F)C1=NC(C(NC=2SC=3OCCOCC3C12)=O)C